COCCN1N=CC(=N1)C(=O)OCC ethyl 2-(2-methoxyethyl)-2H-1,2,3-triazole-4-carboxylate